(4R,6S)-4-benzyl-6-(chloromethyl)-2-(8-fluoro-3-quinolyl)-4,6-dimethyl-5H-1,3-oxazine C(C1=CC=CC=C1)[C@]1(N=C(O[C@](C1)(C)CCl)C=1C=NC2=C(C=CC=C2C1)F)C